C#CCCCCCCCCCCCCCCCCCCCCCCCC hexacosyne